CC1=C(C=C(C=C1)C1CCNCC1)OC(F)(F)F 4-(4-methyl-3-(trifluoromethoxy)phenyl)piperidine